2-(Thienylethynyl)benzaldehyde S1C(=CC=C1)C#CC1=C(C=O)C=CC=C1